(4-(3-(4-Methoxyphenyl)-3-oxo-1-propenyl)phenoxy)acetic acid COC1=CC=C(C=C1)C(C=CC1=CC=C(OCC(=O)O)C=C1)=O